COCCOC1=CC(=C(C=C1)NC(=O)C=1C=CC=2C=C3N([C@@H](CNC3=O)C)C2N1)S(N)(=O)=O (R)-N-(4-(2-methoxyethoxy)-2-sulfamoylphenyl)-9-methyl-6-oxo-6,7,8,9-tetrahydropyrido[3',2':4,5]pyrrolo[1,2-a]pyrazine-2-carboxamide